ClC=1C=C(C=CC1C#N)N1CC2(C[C@@H]1C)CCN(CC2)C2=CC=C(C(=O)N1CCC(CC1)N1CCN(CC1)C=1C=CC(=NC1)C(=O)N[C@@H]1C(NC(CC1)=O)=O)C=C2 5-(4-(1-(4-((S)-2-(3-Chloro-4-cyanophenyl)-3-methyl-2,8-diazaspiro[4.5]decan-8-yl)benzoyl)piperidin-4-yl)piperazin-1-yl)-N-((S)-2,6-dioxopiperidin-3-yl)-picolinamide